BrC1=CC=C(C=C1)/C(=N/N=C(\Cl)/C1=CC=C(C=C1)Br)/Cl (Z)-4-bromo-N-[(Z)-(4-bromophenyl)(chloro)methylidene]benzene-1-carbohydrazonoyl chloride